ClC(C(C1=CC(=CC=C1)C)=NNC=O)(C)C N'-(2-chloro-2-methyl-1-(3-methylphenyl)-propylidene)formhydrazide